FC1(CC(CC1)N1C=C(C=C1)C(=O)NCC1=NC(=NO1)C=1N(C2=CC=CC(=C2C1)N[C@H]1[C@H](CN(CC1)C)F)CC(F)(F)F)F 1-(3,3-difluorocyclopentyl)-N-{[3-(4-{[(3S,4R)-3-fluoro-1-methylpiperidin-4-yl]amino}-1-(2,2,2-trifluoroethyl)-1H-indol-2-yl)-1,2,4-oxadiazol-5-yl]methyl}-1H-pyrrole-3-carboxamide